[Cl-].C(CCCCCCCCCCCCCCCCC)[N+](C)(C)CCCCCCCCCCCCCCCCCC distearyldimethylammonium chloride